BrC1=CC=C(C=C1)C1=CC1(F)F 1-bromo-4-(3,3-difluorocycloprop-1-en-1-yl)benzene